N1C(=NC(=C2C1=NC=C2)N)N PYRROLO[2,3-D]PYRIMIDINE-2,4-DIAMINE